COC1=NC=CC(=C1)C=1C(=C(C(=C(C1C)O)[C@H]1[C@@H](C[C@@H](C(=C1)C)O)C(=C)C)O)C (1'R,2'R,4'S)-4-(2-Methoxypyridin-4-yl)-3,5,5'-trimethyl-2'-(prop-1-en-2-yl)-1',2',3',4'-tetrahydro-[1,1'-biphenyl]-2,4',6-triol